(25R)-11,15,23-trioxo-3beta,7beta-dihydroxy-lanost-8-ene-26-oic acid C[C@H](CC(=O)C[C@@H](C)C(=O)O)C1CC(=O)[C@@]2([C@@]1(CC(=O)C3=C2[C@H](C[C@@H]4[C@@]3(CC[C@@H](C4(C)C)O)C)O)C)C